C(CCCCCCCCCCC)OC(CCSCC(C(=O)[O-])CCCCCCCCCCCCCCCCCC)=O.C(CCCCCCC)[S+](C1=CC=CC=C1)CCCCCCCC dioctylphenyl-sulfonium laurylstearyl-3,3'-thiodipropionate